CC1(N(CCC1)CCNC(C1=CN=C(C(=C1)NC1=NN(C=2C=3N(N=CC21)C=C(C3)C=3N=NN(C3)C)C)C)=O)C N-(2-(2,2-dimethylpyrrolidin-1-yl)ethyl)-6-methyl-5-((1-methyl-8-(1-methyl-1H-1,2,3-triazol-4-yl)-1H-pyrazolo[3,4-d]pyrrolo[1,2-b]pyridazin-3-yl)amino)nicotinamide